FC(C=1C=C(OC2=C(C(=O)N)C=CC=C2)C=CC1)(F)F 2-(3-trifluoromethyl-phenoxy)benzamide